ClC1=CC=C(C=C1)C=1C=2C(=C(SC2N2C(=NN=C2[C@@H](N1)CC(=O)NCCN1CCN(CC1)CC1CCNCC1)C)C)C 2-[(9S)-7-(4-chlorophenyl)-4,5,13-trimethyl-3-thia-1,8,11,12-tetrazatricyclo[8.3.0.02,6]trideca-2(6),4,7,10,12-pentaen-9-yl]-N-[2-[4-(4-piperidylmethyl)piperazin-1-yl]ethyl]acetamide